4-oxo-2-(1,1,2,2,2-pentafluoroethyl)-1H-imidazo[1,2-a]1,8-naphthyridine-8-carbohydrazide O=C1C=2C=CC=3N(C2NC(=C1)C(C(F)(F)F)(F)F)C=C(N3)C(=O)NN